BrC1=CC=CC=2N(S(CCC21)(=O)=O)CC2=CC=C(C=C2)OC 5-bromo-1-(4-methoxybenzyl)-3,4-dihydro-1H-benzo[c][1,2]thiazine 2,2-dioxide